BrC=1C(=NC=C(C(=O)[O-])C1N1C[C@@](CC1)(C)NC(=O)OC(C)(C)C)OC (S)-5-bromo-4-(3-((tert-butoxycarbonyl)amino)-3-methylpyrrolidin-1-yl)-6-methoxynicotinate